2-{methyl[2-(pyridin-2-yl)-5H,6H,7H-cyclopenta[d]pyrimidin-4-yl]amino}-N-(1-methylcyclohexyl)acetamide CN(CC(=O)NC1(CCCCC1)C)C=1C2=C(N=C(N1)C1=NC=CC=C1)CCC2